tert-butyl 4-(4-(4-((3-(tert-butyl)-1,2,4-oxadiazole-5-carboxamido)methyl)-3-(trifluoromethyl)phenyl)pyridin-3-yl)piperazine-1-carboxylate C(C)(C)(C)C1=NOC(=N1)C(=O)NCC1=C(C=C(C=C1)C1=C(C=NC=C1)N1CCN(CC1)C(=O)OC(C)(C)C)C(F)(F)F